L-alloisoleucinate N[C@@H]([C@H](C)CC)C(=O)[O-]